C(#N)C1=CC(=C(COC2=CC=CC(=N2)C2=CC(=C(CC3=NC4=C(N3[C@@H]3COC[C@H]3F)C=C(C=C4)C(=O)O)C=C2F)F)C=C1)F 2-(4-(6-((4-cyano-2-fluorobenzyl)oxy)pyridin-2-yl)-2,5-difluorobenzyl)-1-((3R,4S)-4-fluorotetrahydrofuran-3-yl)-1H-benzo[d]imidazole-6-carboxylic acid